(1,1-dioxothiolan-3-yl)methyl 4-methylbenzenesulfonate CC1=CC=C(C=C1)S(=O)(=O)OCC1CS(CC1)(=O)=O